OC1(CS(C1)(=O)=O)C#CC1=CC2=C(OC[C@@H](C(N2C)=O)NC(C2=NC=CC(=C2)OC2=CC=CC=C2)=O)C=C1 (S)-N-(7-((3-Hydroxy-1,1-dioxidothietan-3-yl)ethynyl)-5-methyl-4-oxo-2,3,4,5-tetrahydrobenzo[b][1,4]oxazepin-3-yl)-4-phenoxypicolinamid